8-[4-(2-{[(1S,3R)-3-aminocyclopentyl]methoxy}acetyl)piperazin-1-yl]-9-ethyl-6,6-dimethyl-11-oxo-5H,6H,11H-benzo[b]carbazole-3-carbonitrile N[C@H]1C[C@H](CC1)COCC(=O)N1CCN(CC1)C=1C(=CC2=C(C(C=3NC4=CC(=CC=C4C3C2=O)C#N)(C)C)C1)CC